BrC=1N=C(C=2N(C1)C(=C(N2)C(=O)[O-])C)N2CCOCC2.[Li+] Lithium(I) 6-bromo-3-methyl-8-morpholinoimidazo[1,2-a]pyrazine-2-carboxylate